N-[4-(9,10-diphenyl-2-anthryl)phenyl]-triphenyl-1,4-phenylenediamine C1(=CC=CC=C1)C=1C2=CC=CC=C2C(=C2C=CC(=CC12)C1=CC=C(C=C1)N(C1=CC=C(C=C1)N(C1=CC=CC=C1)C1=CC=CC=C1)C1=CC=CC=C1)C1=CC=CC=C1